N-((1r,4r)-4-aminocyclohexyl)thiazole NC1CCC(CC1)N1CSC=C1